C(C)(C)(C)OC(NC=1C(=C2C=CC=3CCCC3N2N1)C#N)=O N-{10-cyano-1,12-diazatricyclo[7.3.0.02,6]dodeca-2(6),7,9,11-tetraen-11-yl}carbamic acid tert-butyl ester